C(C)(C)(C)OC(=O)N1C(C(NCC1)Cl)C1=C(C=CC=C1)CNNS(=O)(=O)C1=CC=C(C)C=C1 3-chloro-2-(((2-tosylhydrazino)methyl)phenyl)piperazine-1-carboxylic acid tert-butyl ester